BrC=1C=2N(C=CC1)C(=CN2)I 8-bromo-3-iodo-imidazo[1,2-a]Pyridine